monomethyl furandicarboxylate O1C(=C(C=C1)C(=O)[O-])C(=O)OC